2-[4-[3-[3-[6-[8-(1,3-benzothiazol-2-ylcarbamoyl)-3,4-dihydro-1H-isoquinolin-2-yl]-2-tert-butoxycarbonyl-3-pyridyl]-2-(trifluoromethyl)phenoxy]propyl]-1-piperidyl]acetic acid S1C(=NC2=C1C=CC=C2)NC(=O)C=2C=CC=C1CCN(CC21)C2=CC=C(C(=N2)C(=O)OC(C)(C)C)C=2C(=C(OCCCC1CCN(CC1)CC(=O)O)C=CC2)C(F)(F)F